2,2'-methylenebis(4,6-di-tert-butylphenyl) (2-tert-butyl-4-methylphenyl) phosphite P1(OC2=C(C=C(C=C2C(C)(C)C)C(C)(C)C)CC2=C(C(=CC(=C2)C(C)(C)C)C(C)(C)C)O1)OC1=C(C=C(C=C1)C)C(C)(C)C